1-(2-methoxy-4-(1-(tetrahydro-2H-pyran-2-yl)-1H-pyrazol-4-yl)phenyl)piperidine COC1=C(C=CC(=C1)C=1C=NN(C1)C1OCCCC1)N1CCCCC1